ethyl 3-(4-(methoxycarbonyl)benzamido)-6,6-dimethyl-5,6-dihydropyrrolo[3,4-c]pyrazole-1(4H)-carboxylate COC(=O)C1=CC=C(C(=O)NC=2C3=C(N(N2)C(=O)OCC)C(NC3)(C)C)C=C1